ClC=1C(=CC(=C(C=O)C1)OCCCCN1C[C@@H](CC1)O)OCC1=C(C(=CC=C1)C1=CC2=C(OCCO2)C=C1)C (R)-5-chloro-4-((3-(2,3-dihydrobenzo[b][1,4]dioxin-6-yl)-2-methylbenzyl)oxy)-2-(4-(3-hydroxypyrrolidin-1-yl)butoxy)benzaldehyde